N-ethyl-N,3-dimethyl-azetidin-3-amine C(C)N(C1(CNC1)C)C